((3aS,4R,6S,6aS)-6-(4-aminopyrrolo[2,1-f][1,2,4]triazin-7-yl)-4-cyano-2-oxotetrahydrofuro[3,4-d][1,3]dioxol-4-yl)methyl isobutyl carbonate C(OC[C@]1(O[C@H]([C@@H]2OC(O[C@@H]21)=O)C2=CC=C1C(=NC=NN12)N)C#N)(OCC(C)C)=O